C(C)N1[C@@H]([C@@H](CC1)C1=CC=2C(=NC=CC2NC=2C=CC3=C(N=CS3)C2F)S1)C N-(2-((2R,3R)-1-ethyl-2-methylpyrrolidin-3-yl)thieno[2,3-b]pyridin-4-yl)-4-fluorobenzo[d]thiazol-5-amine